C1(C=CC=C1)[Pt](C(C)C)(C)C (cyclopentadienyl)dimethyltrimethylplatinum